C1(CC1)N(C=1N=CC(=NC1)C1=C(C=C(C=C1)C1=CC(=NC(=C1)OC)F)O)[C@@H]1[C@@H]([C@H]2CC[C@@H](C1)N2)F 2-(5-[cyclopropyl[(1R,2R,3S,5S)-2-fluoro-8-azabicyclo[3.2.1]octan-3-yl]amino]pyrazin-2-yl)-5-(2-fluoro-6-methoxypyridin-4-yl)phenol